[6-(difluoromethyl)pyridin-3-yl]methanol FC(C1=CC=C(C=N1)CO)F